2,6-dichloro-3,5-difluoro-4-methoxymethylbenzyl 2,2,3,3-tetramethylcyclopropanecarboxylate CC1(C(C1(C)C)C(=O)OCC1=C(C(=C(C(=C1Cl)F)COC)F)Cl)C